1-(2-isopropyl-5-methylphenoxy)propan-2-one-O-methyloxime CON=C(COC1=C(C=CC(=C1)C)C(C)C)C